OC1(COCCC1NC(OC(C)(C)C)=O)COC tert-butyl (3-hydroxy-3-(methoxymethyl)tetrahydro-2H-pyran-4-yl)carbamate